C(C)C(CC1C2C=CC(C1)C2)=CC 5-(2-ethyl-2-butenyl)-2-norbornene